CC1[N@](C1)P(OCC)(OCC)=O (S)-diethyl (2-methylaziridin-1-yl)phosphonate